4-(4-chlorophenyl)-4-methyl-5-methylene-1,3-dioxolan-2-one ClC1=CC=C(C=C1)C1(OC(OC1=C)=O)C